2-amino-7-(diethylamino)-3H-benzoxazine-3-one NN1OC2=C(CC1=O)C=CC(=C2)N(CC)CC